O=C1N(CCC(N1)=O)C1=CN(C2=CC(=CC=C12)C1C(CN(CC1)CC(=O)O)(F)F)C 2-(4-(3-(2,4-dioxotetrahydropyrimidin-1(2H)-yl)-1-methyl-1H-indol-6-yl)-3,3-difluoropiperidin-1-yl)acetic acid